tert-butyl 3-(2-hydroxyethyl)piperazinecarboxylate OCCC1CN(CCN1)C(=O)OC(C)(C)C